O1CCN(CC1)CCC 1-morpholinopropane